FC1=C2CCN(C2=CC(=C1)F)CC=1C=C(C=C2C(C=C(OC12)N1C[C@H](OCC1)C)=O)C(=O)N(C)C (R)-8-((4,6-difluoroindolin-1-yl)methyl)-N,N-dimethyl-2-(2-methylmorpholino)-4-oxo-4H-chromen-6-carboxamide